S(=O)(=O)(O)CCCS(=O)(=O)[O-] 3-sulfopropyl-sulfonate